C=1C=CCCC1 5H-benzene